5-(3-chlorophenoxy)-N'-(2-indan-5-yl-2-oxo-ethoxy)-2-methyl-pyrimidine-4-carboxamidine ClC=1C=C(OC=2C(=NC(=NC2)C)C(=NOCC(=O)C=2C=C3CCCC3=CC2)N)C=CC1